(6-bromo-3,5-difluoropyridin-2-yl)-6-cyclopropyl-7-methoxyimidazo[1,2-b]pyridazine BrC1=C(C=C(C(=N1)C=1N=C2N(N=C(C(=C2)OC)C2CC2)C1)F)F